C(=O)(O)C=1C=C(C[C@H](N)C(=O)O)C=CC1 3-carboxy-phenylalanine